(E)-3-(6-aminopyridin-3-yl)-N-((7-(3-cyanophenyl)-5-(4-(4,4-difluoropiperidine-1-carbonyl)phenyl)benzofuran-2-yl)methyl)acrylamide NC1=CC=C(C=N1)/C=C/C(=O)NCC=1OC2=C(C1)C=C(C=C2C2=CC(=CC=C2)C#N)C2=CC=C(C=C2)C(=O)N2CCC(CC2)(F)F